(2S,4R)-1-((S)-2-(7-bromo-1-oxoisoindolin-2-yl)-3-methylbutanoyl)-4-hydroxy-N-(4-(4-methylthiazol-5-yl)benzyl)pyrrolidine-2-carboxamide BrC=1C=CC=C2CN(C(C12)=O)[C@H](C(=O)N1[C@@H](C[C@H](C1)O)C(=O)NCC1=CC=C(C=C1)C1=C(N=CS1)C)C(C)C